ClC1=CC=C(C[C@@H]2CC[C@]([C@@]2(O)CN2N=CN=C2)(C)CCl)C=C1 (1R,2S,5S)-5-(4-chloro-benzyl)-2-(chloromethyl)-2-methyl-1-(1H-1,2,4-triazol-1-ylmethyl)cyclopentanol